N,N-bis(aminoethylaminomethyl)octadecylamine NCCNCN(CNCCN)CCCCCCCCCCCCCCCCCC